tert-butyl (2R,4S)-2-(((S)-1-((4-(N-((benzyloxy)carbonyl) carbamimidoyl)benzyl)amino)-1-oxopropan-2-yl)carbamoyl)-4-(3-carbamoylphenyl)pyrrolidine-1-carboxylate C(C1=CC=CC=C1)OC(=O)NC(=N)C1=CC=C(CNC([C@H](C)NC(=O)[C@@H]2N(C[C@@H](C2)C2=CC(=CC=C2)C(N)=O)C(=O)OC(C)(C)C)=O)C=C1